3-(isocyanatopropyl)-2,6-di(isocyanatomethyl)-bicyclo(2.2.1)heptane N(=C=O)CCCC1C(C2C(CC1C2)CN=C=O)CN=C=O